C12(C(=O)CC(CC1)C2(C)C)CS(=O)(=O)[O-].[Na+] sodium camphorsulphonate